4-[1-(1-methyl-2,3-dihydro-1H-inden-4-yl)ethyl]-1H-imidazole CC1CCC2=C(C=CC=C12)C(C)C=1N=CNC1